7-bromo-2-(5-methoxy-3-(6-methylpyridin-2-yl)-1-(tetrahydro-2H-pyran-2-yl)-1H-pyrazol-4-yl)-1,5-naphthyridine BrC1=CN=C2C=CC(=NC2=C1)C=1C(=NN(C1OC)C1OCCCC1)C1=NC(=CC=C1)C